NCC1(CCCCC1)CC(=O)OC1=C2C(=CNC2=CC=C1)C[C@@H]1N(CCC1)C (R)-3-((1-methyl-pyrrolidin-2-yl)methyl)-1H-indol-4-yl 2-(1-(aminomethyl)-cyclohexyl)acetate